(1s,4s)-4-((2-((2-(1-(Cyclopropylsulfonyl)-1H-pyrazol-4-yl)pyrimidin-4-yl)amino)-5-(oxetan-3-ylethynyl)pyridin-4-yl)amino)cyclohexan-1-ol C1(CC1)S(=O)(=O)N1N=CC(=C1)C1=NC=CC(=N1)NC1=NC=C(C(=C1)NC1CCC(CC1)O)C#CC1COC1